tert-butyl 1-(2-((allyloxy) carbonyl)-2-hydroxybutyl)-6,6-difluorotetrahydro-1H-pyrrolo[3,2-c]isoxazole-4(5H)-carboxylate C(C=C)OC(=O)C(CN1OCC2C1C(CN2C(=O)OC(C)(C)C)(F)F)(CC)O